N-(4-(4-(3-(3-fluorophenethyl)ureido)phenoxy)-7-methoxyquinazolin-6-yl)-4-methylpentanamide FC=1C=C(CCNC(NC2=CC=C(OC3=NC=NC4=CC(=C(C=C34)NC(CCC(C)C)=O)OC)C=C2)=O)C=CC1